[K+].[Cl-] Chloride potassium